5-amino-3-cyclopropyl-1-(1-(6-(trifluoromethyl)pyridin-3-yl)propyl)-1H-pyrazole-4-carboxamide NC1=C(C(=NN1C(CC)C=1C=NC(=CC1)C(F)(F)F)C1CC1)C(=O)N